FC1=C(C=C(C=C1)F)[C@@H]1N(CCC1)C1=NC=2N(C=C1)N=CC2C(=O)N(CCCCCCCC=O)C (R)-5-(2-(2,5-difluorophenyl)pyrrolidin-1-yl)-N-methyl-N-(8-oxooctyl)pyrazolo[1,5-a]pyrimidine-3-carboxamide